C(N)(=O)C1=CC=C(C=N1)NC(=O)[C@@H]1CC12CCN(CC2)C(=O)[O-] (R)-1-((6-carbamoylpyridin-3-yl)carbamoyl)-6-azaspiro[2.5]octane-6-carboxylate